7',8'-dihydro-5'H-spiro[cyclopropane-1,6'-pyrazolo[5,1-b]quinazoline] N1=CC=C2N=C3CC4(CCC3=CN21)CC4